(2-methyl-3-(prop-1-en-2-yl)imidazo[1,2-a]pyridin-6-yl)boronic acid CC=1N=C2N(C=C(C=C2)B(O)O)C1C(=C)C